6-Chloro-1-(4,6-diisopropylpyrimidin-5-yl)-4-[(2S,5R)-2,5-dimethyl-4-prop-2-enoyl-piperazin-1-yl]-7-(2-isopropyl-phenyl)pyrido[2,3-d]pyrimidin-2-one ClC1=CC2=C(N(C(N=C2N2[C@H](CN([C@@H](C2)C)C(C=C)=O)C)=O)C=2C(=NC=NC2C(C)C)C(C)C)N=C1C1=C(C=CC=C1)C(C)C